methyl 3-(9-((4-(cyanomethyl)phenyl)carbamoyl)-4,5-dihydrobenzo[b]thieno[2,3-d]oxepin-8-yl)-6-(propylcarbamoyl)picolinate C(#N)CC1=CC=C(C=C1)NC(=O)C1=CC2=C(OCCC3=C2SC=C3)C=C1C=1C(=NC(=CC1)C(NCCC)=O)C(=O)OC